C1(=C(C(=C(C2=C(C(=C(C(=C12)[2H])[2H])[2H])[2H])[2H])[2H])[2H])OB(O)O (1-naphthalenyl-2,3,4,5,6,7,8-d7)-boric acid